FC1=C(C=C(C(=C1)OCCCCCCCCCCCCCCCC)F)S(=O)(=O)C=1C=NC2=CC=C(C=C2C1N1CCC(CC1)N1CCN(CC1)C1CCN(CC1)CC)OC(F)(F)F 3-((2,5-difluoro-4-(hexadecyloxy)phenyl)sulfonyl)-4-(4-(4-(1-ethylpiperidin-4-yl)piperazin-1-yl)piperidin-1-yl)-6-(trifluoromethoxy)quinoline